(R)-3-methyl-1-(5-((3-(4-methyl-1-oxo-1,3-dihydroisobenzofuran-5-yl)piperazin-1-yl)methyl)pyrimidin-2-yl)-1H-pyrazole-4-carbonitrile CC1=NN(C=C1C#N)C1=NC=C(C=N1)CN1C[C@H](NCC1)C=1C(=C2COC(C2=CC1)=O)C